5-chloro-3-cyclopropylpyrazolo[1,5-a]pyrimidin-7-amine ClC1=NC=2N(C(=C1)N)N=CC2C2CC2